ethyl [(3R)-4-{5-[(4-[3-fluoro-5-(trifluoromethyl)phenyl]-5-{[(2R)-2-methylpyrrolidin-1-yl]methyl}-1,3-thiazol-2-yl)carbamoyl]pyrazin-2-yl}-3-methylpiperazin-1-yl]acetate FC=1C=C(C=C(C1)C(F)(F)F)C=1N=C(SC1CN1[C@@H](CCC1)C)NC(=O)C=1N=CC(=NC1)N1[C@@H](CN(CC1)CC(=O)OCC)C